C(C(O)C1=CC=CC=C1)(=O)O.C1(C=CC2=CC=CC=C12)N indeneamine mandelate